(R)-((1-(6-bromo-3-methylpyridin-2-carbonyl)-5,5-difluoropiperidin-2-yl)methyl)carbamic acid methyl ester COC(NC[C@@H]1N(CC(CC1)(F)F)C(=O)C1=NC(=CC=C1C)Br)=O